phenyl-6-(phenylamino)-1,3,5-triazin-2-yl-carbamic acid ethyl ester C(C)OC(N(C1=NC(=NC=N1)NC1=CC=CC=C1)C1=CC=CC=C1)=O